4-(hydroxymethyl)-7-azabicyclo[2.2.1]heptane-7-carboxylate OCC12CCC(CC1)N2C(=O)[O-]